N-(5-bromo-2,3-dihydrobenzofuran-3-yl)acrylamide BrC=1C=CC2=C(C(CO2)NC(C=C)=O)C1